3-((3-amino-5-(trifluoromethyl)benzyl)oxy)azetidine-1-carboxylic acid tert-butyl ester C(C)(C)(C)OC(=O)N1CC(C1)OCC1=CC(=CC(=C1)C(F)(F)F)N